Methyl 4-((tert-butoxycarbonyl) amino)-5-methyl-2,2-diphenylhexanoate C(C)(C)(C)OC(=O)NC(CC(C(=O)OC)(C1=CC=CC=C1)C1=CC=CC=C1)C(C)C